C(C1=CC=CC=C1)[N+](CCCCCCCCCCCCCCCCCC)(C)C benzyldimethyl-stearylammonium